ClC1=CC=C(C=C1)NC([C@H](C)[C@@H]1CC[C@H](CC1)OC1=CC(=NC=C1)C(F)(F)F)=O |&1:9| (+/-)-N-(4-chlorophenyl)-2-(trans-4-((2-(trifluoromethyl)pyridin-4-yl)oxy)cyclohexyl)Propanamide